7-[3-tert-Butoxycarbonylamino-4-(2,4,5-trifluoro-phenyl)-butyryl]-3-trifluoromethyl-5,6,7,8-tetrahydro-imidazo[1,5-a]pyrazine-1-carboxylic acid methyl ester COC(=O)C=1N=C(N2C1CN(CC2)C(CC(CC2=C(C=C(C(=C2)F)F)F)NC(=O)OC(C)(C)C)=O)C(F)(F)F